C[N+](CCCCCCCCCCCCCCCCCC)(CCCCCCCCCCCCCCCCCC)C dimethyl-di(stearyl)ammonium